2-bromo-3-fluoro-6-(trifluoromethyl)pyridine BrC1=NC(=CC=C1F)C(F)(F)F